[Cl-].C(=O)(O)CC(C[N+](C)(C)C)=O 3-carboxyl-N,N,N-trimethyl-2-oxo-1-propylammonium chloride